2-Amino-4-[(2,3-dibromo-1-oxopropyl)amino]benzenesulfonic acid NC1=C(C=CC(=C1)NC(C(CBr)Br)=O)S(=O)(=O)O